C(CCCCCCC\C=C/C\C=C/CCCCC)(=O)OCC(COC(CC12CC3CC(CC(C1)C3)C2)=O)COC(CN(CCC)C)=O 3-(2-((3r,5r,7r)-adamantan-1-yl)acetoxy)-2-(((N-methyl-N-propylglycyl)oxy)methyl)propyl (9Z,12Z)-octadeca-9,12-dienoate